ClC(C(C(F)(F)Cl)(F)F)(F)Cl 1,1,3-trichloro-1,2,2,3,3-pentafluoropropane